N1=CN=C2NC=NC2=C1C=1C(=NC=CC1)NC=1C=C(C=CC1C)NC(CN1CCOCCC1)=O N-(3-((3-(9H-purin-6-yl)pyridin-2-yl)amino)-4-methylphenyl)-2-(1,4-oxazepan-4-yl)acetamide